OC1=C(C=C(C(=C1)C(=O)NC1=C(C=CC=C1)S(=O)(=O)O)O)CC(=O)O (2,5-dihydroxy-4-(2-sulfophenylaminocarbonyl)phenyl)acetic acid